The molecule is a methyl N-(2,6-dimethylphenyl)-N-(phenylacetyl)alaninate that is the more active R-enantiomer of benalaxyl. It is a methyl N-(2,6-dimethylphenyl)-N-(phenylacetyl)alaninate, a D-alanine derivative, an acylamino acid fungicide and an anilide fungicide. It is an enantiomer of a (S)-benalaxyl. CC1=C(C(=CC=C1)C)N([C@H](C)C(=O)OC)C(=O)CC2=CC=CC=C2